1-(Piperazin-1-yl)propane-1-thione hydrochloride Cl.N1(CCNCC1)C(CC)=S